(1s,4s)-4-(8-(2,6-dichloro-4-fluorophenylamino)-2-((1r,3r)-3-hydroxycyclobutylamino)-9H-purin-9-yl)cyclohexanecarboxamide ClC1=C(C(=CC(=C1)F)Cl)NC=1N(C2=NC(=NC=C2N1)NC1CC(C1)O)C1CCC(CC1)C(=O)N